((3,6-diethyl-3,4-dihydroquinolin-1(2H)-yl)sulfonyl)-2-((tetrahydro-2H-pyran-4-yl)methoxy)benzyl alcohol C(C)C1CN(C2=CC=C(C=C2C1)CC)S(=O)(=O)C(C1=C(C=CC=C1)OCC1CCOCC1)O